6'-methyl-3'-(phenylsulfonyl)-1'-(4-(1-(tetrahydro-2H-pyran-2-yl)-1H-pyrazol-4-yl)phenyl)-3',6'-dihydro-7'H-spiro[cyclopentane-1,8'-dipyrrolo[2,3-b:3',2'-d]pyridin]-7'-one CN1C(C2(C3=C4C(=NC=C31)N(C=C4C4=CC=C(C=C4)C=4C=NN(C4)C4OCCCC4)S(=O)(=O)C4=CC=CC=C4)CCCC2)=O